C1=CC=CC2=CC3=CC=CC=C3C(=C12)C1=CC=CC2=C1P(CO2)C(C)(C)C 4-(anthracen-9-yl)-3-tert-butyl-2H-1,3-benzoxaphosphole